2',2,3,3'-tetramethylbiphenyl-dicarboxylic acid CC1=C(C=CC=C1C)C=1C(C(C=CC1)(C(=O)O)C)(C(=O)O)C